3-fluoro-4-(5-hydroxy-3,4-dimethyl-1H-pyrazol-1-yl)benzonitrile FC=1C=C(C#N)C=CC1N1N=C(C(=C1O)C)C